OC1=CC(=NN1C1=NC=CC=C1)C(=O)O 5-Hydroxy-1-(pyridin-2-yl)-1H-pyrazole-3-carboxylic acid